2,5-diazaspiro[3.4]octan-6-one HCl salt Cl.C1NCC12NC(CC2)=O